CN1N=NN=C1SC1=C(C=C(C2=CC=CC=C12)[N+](=O)[O-])C(=O)OC methyl 1-[(1-methyl-1H-1,2,3,4-tetrazol-5-yl)sulfanyl]-4-nitronaphthalene-2-carboxylate